FC1(C[C@]2(CCCN2C1)COC1=NC2=C(C(=C(C=C2C(=N1)N1CC2CCC(C1)N2)Cl)C2=C(C(=CC(=N2)N)C)C(F)(F)F)F)F 6-(2-{[(7aR)-2,2-difluoro-hexahydro-1H-pyrrolizin-7a-yl]methoxy}-6-chloro-4-{3,8-diazabicyclo[3.2.1]octan-3-yl}-8-fluoroquinazolin-7-yl)-4-methyl-5-(trifluoromethyl)pyridin-2-amine